CC1=C(C=C(C(=C1C)OCCCC)C)O 2,3,5-Trimethyl-4-butoxy-phenol